CC1=C(N=C2N(C1=O)C=C(C=C2[C@@H](C)NC2=C(C(=O)O)C=CC=C2)C)N2CCN(CC2)C2CCOCC2 (R)-2-((1-(3,7-dimethyl-4-oxo-2-(4-(tetrahydro-2H-pyran-4-yl)piperazin-1-yl)-4H-pyrido[1,2-a]pyrimidin-9-yl)ethyl)amino)benzoic acid